styryl-1,2,3-triazole C(=CC1=CC=CC=C1)C=1N=NNC1